C(CCCCC)OCCOCCOCCN 2-[2-(2-hexoxy-ethoxy)-ethoxy]-ethylamine